(E)-3-(6-cyclopropylimidazo[1,2-a]pyridin-2-yl)-1-((4-methoxybenzylidene)amino)pyrrolidin-2-one C1(CC1)C=1C=CC=2N(C1)C=C(N2)C2C(N(CC2)/N=C/C2=CC=C(C=C2)OC)=O